1-(2,2,2-trifluoroethyl)ethane methyl-4-mercaptobutyrimidate COC(CCCS)=N.FC(CCC)(F)F